(R)-tert-butyl 4-(4-((1-(3-amino-5-(trifluoromethyl) phenyl) ethyl) amino)-2,7-dimethyl-8-oxo-7,8-dihydropyrido[3,4-d]pyrimidin-6-yl)-3,6-dihydropyridine-1(2H)-carboxylate NC=1C=C(C=C(C1)C(F)(F)F)[C@@H](C)NC=1C2=C(N=C(N1)C)C(N(C(=C2)C=2CCN(CC2)C(=O)OC(C)(C)C)C)=O